(2-(5-bromo-2H-indazol-2-yl)ethyl)morpholine BrC1=CC2=CN(N=C2C=C1)CCN1CCOCC1